12-fluorododecane-1-amine FCCCCCCCCCCCCN